(3S)-3-(4-{2-[ethyl(isopropyl)carbamoyl]-4-fluorophenyl}-1-methyl-1H-indazol-6-yl)pyrrolidine-1-carboxylic acid tert-butyl ester C(C)(C)(C)OC(=O)N1C[C@@H](CC1)C1=CC(=C2C=NN(C2=C1)C)C1=C(C=C(C=C1)F)C(N(C(C)C)CC)=O